NC1CC2(CN(C2)C(=O)N2C=CC3=C2N=CN=C3N([C@H]3CN(CC[C@H]3C)C(CC#N)=O)C)C1 3-((3R,4R)-3-((7-(6-amino-2-azaspiro[3.3]heptane-2-carbonyl)-7H-pyrrolo[2,3-d]pyrimidin-4-yl)(methyl)amino)-4-methylpiperidin-1-yl)-3-oxopropanenitrile